N-((4-(3-cyclopropyl-1,2,4-oxadiazol-5-yl)bicyclo[2.2.2]octan-1-yl)methyl)-N-(3-(4-(difluoromethyl)oxazol-2-yl)phenyl)cyclohexanecarboxamide C1(CC1)C1=NOC(=N1)C12CCC(CC1)(CC2)CN(C(=O)C2CCCCC2)C2=CC(=CC=C2)C=2OC=C(N2)C(F)F